3,7-dimethyloct-6-enyl propanoate C(CC)(=O)OCCC(CCC=C(C)C)C